C(CCCCCCCCCCCCCCCCCCC)NC(=O)N icosyl-urea